O=C1N(C(CC1)=O)CCCCCC(=O)OCCCCCCCCCC decyl 6-(2,5-dioxopyrrolidin-1-yl)hexanoate